(2S)-2-{[(tert-butoxy)carbonyl]amino}-5-methoxy-5-oxopentanoic acid C(C)(C)(C)OC(=O)N[C@H](C(=O)O)CCC(=O)OC